BrN[C@@H](CC1=CNC2=CC=CC=C12)C(=O)O bromotryptophan